C(CCCCCCCCCCCCCCCC)(=O)OC([C@@H](N)CO)=O seryl margarate